(R)-4-((3-((difluoromethyl)sulfonyl)pyridin-2-yl)amino)-N-(methyl-d3)-6-(spiro[2.2]pentane-1-carboxamido)pyridazine-3-carboxamide FC(S(=O)(=O)C=1C(=NC=CC1)NC1=C(N=NC(=C1)NC(=O)[C@@H]1CC12CC2)C(=O)NC([2H])([2H])[2H])F